NC1CC(C1)[C@H](C)NC=1C=C(C=C(C1Cl)F)C1=NNC(O1)=O 5-[3-({(1S)-1-[(1S,3R)-3-aminocyclobutyl]ethyl}amino)-4-chloro-5-fluorophenyl]-1,3,4-oxadiazol-2(3H)-one